2-(morpholin-4-yl)-N-(2-{5-[5-(trifluoromethyl)-1,2,4-oxadiazol-3-yl]pyridin-2-yl}-1-[3-(trifluoromethyl)phenyl]ethyl)acetamide N1(CCOCC1)CC(=O)NC(CC1=NC=C(C=C1)C1=NOC(=N1)C(F)(F)F)C1=CC(=CC=C1)C(F)(F)F